(p-dodecylphenyl)diphenylphosphine C(CCCCCCCCCCC)C1=CC=C(C=C1)P(C1=CC=CC=C1)C1=CC=CC=C1